BrC1=C(C=CC(=C1OC)[N+](=O)[O-])N1CCC(CC1)N1CCN(CC1)C 1-(1-(2-bromo-3-methoxy-4-nitrophenyl)piperidin-4-yl)-4-methylpiperazine